ClC(C(F)Cl)F 1,2-Dichloro-1,2-difluoroethane